tert-butyl 2-(2,6-dimethyl-4-pyridyl)-3-methyl-6-(4,4,5,5-tetramethyl-1,3,2-dioxaborolan-2-yl)indole-1-carboxylate CC1=NC(=CC(=C1)C=1N(C2=CC(=CC=C2C1C)B1OC(C(O1)(C)C)(C)C)C(=O)OC(C)(C)C)C